(S)-4-(2-(dimethylamino)-3-(1,3-dioxoisoindolin-2-yl)propyl)benzamide CN([C@@H](CC1=CC=C(C(=O)N)C=C1)CN1C(C2=CC=CC=C2C1=O)=O)C